3,3'-((2-(3-carboxypropyl)-1,3-dioxo-4,5,14,15-tetrahydro-1H-dinaphtho[2,1-e:1',2'-g]isoindole-7,12-diyl)bis(oxy))bis(propane-1-sulfonate) C(=O)(O)CCCC1C(C=2CCC=C(C2C=2C1=C1C(NCC1=C1C2C2=CC=CC=C2C(=C1)OCCCS(=O)(=O)[O-])=O)OCCCS(=O)(=O)[O-])=O